2-chloro-5-[1-(2,2-dimethoxyethyl)-3,6-dihydro-2H-pyridin-4-yl]pyridine ClC1=NC=C(C=C1)C=1CCN(CC1)CC(OC)OC